(3-(2-(2-(2,6-dioxopiperidin-3-yl)-1-oxoisoindolin-4-yl)thiazol-5-yl)propyl)picolinamide O=C1NC(CCC1N1C(C2=CC=CC(=C2C1)C=1SC(=CN1)CCCC=1C(=NC=CC1)C(=O)N)=O)=O